1-(3-aminopropyl)piperazine NCCCN1CCNCC1